N-ethyl-7-methyl-N-propan-2-yl-6,6a,8,9-tetrahydro-4H-indolo[4,3-fg]quinoline-9-carboxamide C(C)N(C(=O)C1CN(C2CC=3C4=C(C2=C1)C=CC=C4NC3)C)C(C)C